zinc-aluminum-zinc-manganese-aluminum-manganese [Mn].[Al].[Mn].[Zn].[Al].[Zn]